1-methyl-3-(4-fluorophenyl)-N-(3-fluoro-4-((5-(4-methoxyphenyl)pyrazolo[1,5-a]pyrimidin-7-yl)oxy)phenyl)-2,4-dioxo-1,2,3,4-tetrahydropyrimidine-5-carboxamide CN1C(N(C(C(=C1)C(=O)NC1=CC(=C(C=C1)OC1=CC(=NC=2N1N=CC2)C2=CC=C(C=C2)OC)F)=O)C2=CC=C(C=C2)F)=O